COC(C(C(CCCCCCCCC(=O)N(C)C)=O)CCCCCCCC(=O)N(C)C)=O 12-(dimethylamino)-2-(8-(dimethylamino)-8-oxooctyl)-3,12-dioxododecanoic acid methyl ester